CN1C(C(=C(C=C1C)C(F)(F)F)C=1C=2N(C(=CC1)CCC(=O)O)C=CN2)=O 3-(8-(1,6-dimethyl-2-oxo-4-(trifluoromethyl)-1,2-dihydropyridin-3-yl)imidazo[1,2-a]pyridin-5-yl)propanoic acid